ClC=1N=CC=C2C=C(C=NC12)N1CCN(CC1)C(=O)[O-] 4-(8-chloro-1,7-naphthyridin-3-yl)piperazine-1-carboxylate